BrC=1C=C(C=2C=NN(C2C1)C1CCCC1)C(=O)NCC=1C(NC(=CC1C)C)=O 6-bromo-1-cyclopentyl-N-((4,6-dimethyl-2-oxo-1,2-dihydropyridin-3-yl)methyl)-1H-indazole-4-carboxamide